2-Isocyanato-2-methyl-1-propanesulfonyl chloride N(=C=O)C(CS(=O)(=O)Cl)(C)C